9-chloro-1-(2-methylpyridin-3-yl)-5,6-dihydro-1H-[1,4]oxazepino[5,6,7-de]quinazolin-2(4H)-one ClC=1C=C2C=3C(=NC(N(C3C1)C=1C(=NC=CC1)C)=O)NCCO2